CCCCCCCCCCCCCC[C@H]([C@H]([C@H](CO[C@@H]1[C@@H]([C@H]([C@H]([C@H](O1)CO)O)O)O)NC(=O)CCCCCCCC2=CC=C(C=C2)F)O)O The molecule is a glycophytoceramide having an alpha-D-galactopyranosyl residue at the O-1 position and an 8-(4-fluorophenyl)octanoyl group attached to the nitrogen. It derives from an alpha-D-galactose.